COCC1=CC2=C(N=C(N=C2N)NC2CCN(CC2)C)N=C1 6-(methoxymethyl)-N2-(1-methylpiperidin-4-yl)pyrido[2,3-d]pyrimidine-2,4-diamine